4-fluoro-3-methyl-1H-pyrrole-2-carboxylic acid methyl ester COC(=O)C=1NC=C(C1C)F